ethyl 3-(2-hydroxyethyl)-5-methyl-1-(naphthalen-2-ylmethyl)-2,4-dioxo-1H,2H,3H,4H-thieno[2,3-d]pyrimidine-6-carboxylate OCCN1C(N(C2=C(C1=O)C(=C(S2)C(=O)OCC)C)CC2=CC1=CC=CC=C1C=C2)=O